NC(CN1CCC(CC1)C=1C=C2C(=C(N(C2=CC1)N([C@@H](CS)C(=O)OC(C)(C)C)C(=O)OC(C)(C)C)C=1C(=C(C=2N(C1)N=CN2)C)C)C(C)C)=O tert-butyl (5-(1-(2-amino-2-oxoethyl)piperidin-4-yl)-2-(7,8-dimethyl-[1,2,4]triazolo[1,5-a]pyridin-6-yl)-3-isopropyl-1H-indol-1-yl)-N-(tert-butoxycarbonyl)-L-cysteinate